6-((5,6-Diphenyl-1,2,4-triazin-3-yl)(isopropyl)amino)-N-(methylsulfonyl)hexanamide C1(=CC=CC=C1)C=1N=C(N=NC1C1=CC=CC=C1)N(CCCCCC(=O)NS(=O)(=O)C)C(C)C